C(C)(C)(C)OC(=O)N1C(CC(C1)O)C(=O)O 1-(tert-butoxycarbonyl)-4-hydroxypyrrolidin-2-carboxylic acid